(6S)-2,4-dimethyl-5-oxo-7,8-dihydro-6H-pyrazolo[1,5-a][1,3]diazepin CC1=NN2C(N(C(CCC2)=O)C)=C1